(2R)-2-phenyl-propanoic acid C1(=CC=CC=C1)[C@H](C(=O)O)C